4,5-dihydro-6-methylpyridazin CC=1CCC=NN1